[Si](C1=CC=CC=C1)(C1=CC=CC=C1)(C(C)(C)C)O[C@H]1[C@@H]2C(N([C@H](C1)C2)C2=CC=C(C(=O)OC(C)(C)C)C=C2)=O tert-butyl 4-[(1S,4R,5R)-5-[(tert-butyldiphenylsilyl)oxy]-3-oxo-2-azabicyclo[2.2.1]heptan-2-yl]benzoate